methyl-4-methoxy-benzylamine CNCC1=CC=C(C=C1)OC